N(=C=O)CCC[Si](OC)(C)C 3-isocyanatopropyl-dimethylmonomethoxysilane